3-(5-Fluoropyridin-2-yl)-3-(((5-methyl-2-(trifluoromethyl)quinolin-4-yl)amino)methyl)azetidine-1-carboxamide FC=1C=CC(=NC1)C1(CN(C1)C(=O)N)CNC1=CC(=NC2=CC=CC(=C12)C)C(F)(F)F